[C@H]12CN(C[C@H](CC1)S2)C2=NC(=NC1=C(C(=CC=C21)C2=CC(=CC1=CC=C(C(=C21)C#C)F)O)F)OC[C@]21CCCN1C[C@@H](C2)F 4-(4-((1R,5S)-8-thia-3-azabicyclo[3.2.1]octan-3-yl)-8-fluoro-2-(((2R,7aS)-2-fluorotetrahydro-1H-pyrrolizin-7a(5H)-yl)methoxy)quinazolin-7-yl)-5-ethynyl-6-fluoronaphthalen-2-ol